C(C)OC(CCC(CSC#N)(O)C)=O 4-methyl-4-hydroxy-5-thiocyano-pentanoic acid ethyl ester